C(C)(=O)OC1C(COCC1)CCCCC 4-ACETOXY-3-PENTYLTETRAHYDROPYRANE